BrC1=C(C=CC(=C1)F)C1N=C(NC(=C1C(=O)OCC)CN1CCC(CC1)NS(=O)(=O)C1CC1)C=1SC=CN1 ethyl 4-(2-bromo-4-fluorophenyl)-6-((4-(cyclopropanesulfonylamino) piperidin-1-yl) methyl)-2-(thiazol-2-yl)-1,4-dihydropyrimidine-5-carboxylate